COC1=CC=C(C(C2=CC=C(C=C2)OC)(C2=CC=CC=C2)OC[C@@H]2[C@H]([C@H]([C@@H](O2)N2C(=O)N=C(NC(C)=O)C=C2)O[Si](C)(C)C(C)(C)C)O)C=C1 5'-O-(4,4'-dimethoxytrityl)-N4-acetyl-2'-O-(tert-butyldimethylsilyl)-cytidine